ClC1=NN(C2=NC(=NC=C21)Cl)C(CCOC2OCCCC2)([2H])[2H] 3,6-dichloro-1-(1,1-dideutero-3-tetrahydropyran-2-yloxy-propyl)pyrazolo[3,4-d]pyrimidine